C(C)(C)(C)OC(=O)N([C@H](C(=O)OC(C)(C)C)CC\C=C\C(=O)N(C)C)C(=O)OC(C)(C)C (S,E)-tert-butyl 2-(bis(tert-butoxycarbonyl)amino)-7-(dimethylamino)-7-oxohept-5-enoate